CC=1C2=C(N=NC1C1=C(C=C(C=C1)C(F)(F)F)O)N(C=N2)[C@H]2[C@H]1CC[C@@H](CC2)N1C 2-(4-methyl-7-((1R,2R,5S)-8-methyl-8-azabicyclo[3.2.1]octan-2-yl)-7H-imidazo-[4,5-c]pyridazin-3-yl)-5-(trifluoromethyl)phenol